4-iodo-1-(1-methylcyclopropyl)-1H-pyrazole IC=1C=NN(C1)C1(CC1)C